ClC1=NC=C(C(=C1)C1=C(C=NC(=C1)C)C(=O)NC=1SC2=C(N1)CN(C2)C(=O)C2CC(C2)C#N)OC 2'-chloro-N-(5-((1s,3s)-3-cyanocyclobutane-1-carbonyl)-5,6-dihydro-4H-pyrrolo[3,4-d]thiazol-2-yl)-5'-methoxy-6-methyl-[4,4'-bipyridine]-3-carboxamide